N-benzyl-1-(furan-2-yl)methylamine C(C1=CC=CC=C1)NCC=1OC=CC1